((5-methoxypyridin-2-yl)amino)-4-((2-(N-Methylmethylsulfonamido)phenyl)amino)nicotinamide COC=1C=CC(=NC1)NC1=C(C(=O)N)C(=CC=N1)NC1=C(C=CC=C1)N(S(=O)(=O)C)C